4-hydroxy-5-methoxy-2,6-dimethylpyridine-3-carboxamide OC1=C(C(=NC(=C1OC)C)C)C(=O)N